BrC=1C=C(C2=C([C@H](C(O2)(C)C)C2=CC=CC=C2)C1)[N+](=O)[O-] |r| (±)-5-Bromo-2,2-dimethyl-7-nitro-3-phenyl-2,3-dihydrobenzofuran